ClC1=C(CNC2=NC(=NC=C2C(=O)N)NC=2C=NN(C2)C2CCCC2)C(=CC=C1)F 4-((2-chloro-6-fluorobenzyl)amino)-2-((1-cyclopentyl-1H-pyrazol-4-yl)amino)pyrimidin-5-carboxamide